O1C=CN=C1 [1,4]oxazol